OCCCCCCCCCCCCCCCOC(C=C)=O.C(C=C)OC12CC3(CC(CC(C1)C3)(C2)OCC=C)OCC=C 1,3,5-tris(allyloxy)adamantan hydroxypentadecyl-acrylate